ClC=1C=CC2=C(CC(CC=3N2C(=NN3)C3CN(CC3)CC=3C=NC=CC3)OC)C1 8-chloro-5-methoxy-1-[1-(pyridin-3-ylmethyl)pyrrolidin-3-yl]-5,6-dihydro-4H-[1,2,4]triazolo[4,3-a][1]benzazepine